1-(4-(8-((4-((1,7-dimethyl-1H-benzo[d][1,2,3]triazol-5-yl)oxy)-3-methylphenyl)amino)pyrimido[5,4-d]pyrimidin-2-yl)piperazin-1-yl)prop-2-en-1-one CN1N=NC2=C1C(=CC(=C2)OC2=C(C=C(C=C2)NC2=NC=NC1=C2N=C(N=C1)N1CCN(CC1)C(C=C)=O)C)C